bisnorbornanetetracarboxylic dianhydride C12(C(C(C(CC1)C2)C(=O)O)(C(=O)O)C(=O)O)C(=O)OC(=O)C2(C1(CCC(C2C(=O)O)C1)C(=O)OC(=O)C12C(C(C(CC1)C2)C(=O)O)(C(=O)O)C(=O)O)C(=O)O